N-(5-((methylamino)methyl)pyridin-2-yl)benzamide CNCC=1C=CC(=NC1)NC(C1=CC=CC=C1)=O